C(C)(C)(C)OC(NCCCOC1=CC(=C(C(=C1)F)[C@H]1N([C@@H](CC2=C1NC1=CC=CC=C21)C)CC(C)(C)F)F)=O (3-(3,5-difluoro-4-((1R,3R)-2-(2-fluoro-2-methylpropyl)-3-methyl-2,3,4,9-tetrahydro-1H-pyrido[3,4-b]indol-1-yl)phenoxy)propyl)carbamic acid tert-butyl ester